4-[(5-fluoropyridin-2-yl)methoxy]-1-(2,3,4,5-tetrahydro-1H-[1,4]diazepino[1,7-a]indol-9-yl)pyridin-2(1H)-one FC=1C=CC(=NC1)COC1=CC(N(C=C1)C1=CC=2C=C3N(C2C=C1)CCNCC3)=O